C1(=CC=CC=C1)C1=CC=C2C(=C(CC2=C1)C=O)O[Si](C)(C)C 6-phenyl-3-((trimethylsilyl)oxy)-1H-indene-2-carbaldehyde